tagatose 1,6-bisphosphate P(=O)(O)(O)OCC(=O)[C@@H](O)[C@@H](O)[C@H](O)COP(=O)(O)O